CN(CCC(=O)N1C2CN(CC1CC2)C2=NC=C(C#N)C=C2)C2CCC=1C2=NNC(C1C(F)(F)F)=O 6-(8-(3-(methyl(3-oxo-4-(trifluoromethyl)-3,5,6,7-tetrahydro-2H-cyclopenta[c]pyridazin-7-yl)amino)propanoyl)-3,8-diazabicyclo[3.2.1]octan-3-yl)nicotinonitrile